BrC1=NC(=C(C(=O)[O-])C(=C1)C(=C)OCC)NC([2H])([2H])[2H] 6-bromo-4-(1-ethoxyvinyl)-2-((methyl-d3)amino)nicotinate